BrC1=NC=C(C(=C1)OC=1C(=NC(=NC1)N)NCCN1CCOCC1)C(C)C 5-((2-bromo-5-iso-propyl-pyridin-4-yl)oxy)-N4-(2-morpholinoethyl)pyrimidine-2,4-diamine